tert-butyl N-[2-[[[1-[1-[(4-methoxyphenyl)methyl]-2,6-dioxo-3-piperidyl]-3-methyl-2-oxo-benzimidazol-4-yl]-methyl-amino]methyl]spiro[3.5]nonan-7-yl]-N-methyl-carbamate COC1=CC=C(C=C1)CN1C(C(CCC1=O)N1C(N(C2=C1C=CC=C2N(C)CC2CC1(C2)CCC(CC1)N(C(OC(C)(C)C)=O)C)C)=O)=O